DibromoAcrylic Acid BrC(=CC(=O)O)Br